NC1CCN(CC1)C1=CC2=C(C=N1)OC1=CC(=CC=C1C2=O)C2=NN=NN2 3-(4-aminopiperidin-1-yl)-8-(1H-tetrazol-5-yl)-5H-chromeno[2,3-c]pyridin-5-one